7-((3-Bromo-4-chlorobenzyl)oxy)-3,4,11,11a-tetrahydro-1H-pyrazino[1',2':3,4]imidazo[1,2-c]pyrimidin-9(2H)-one BrC=1C=C(COC=2C=C3N(C(N2)=O)CC2N3CCNC2)C=CC1Cl